OC[C@H](C1(CC1)OC1OCCCC1)NCC1(CC1)C#N ([(1R)-2-hydroxy-1-[1-(oxan-2-yloxy)cyclopropyl]ethyl]aminomethyl)cyclopropane-1-carbonitrile